C(CCC)[Sn](C=1SC=CN1)(CCCC)CCCC 2-(Tributylstannyl)-1,3-thiazole